O=C1NC2(C(N1)=O)CN(CC2)C2=NC=CC(=N2)C2=NC1=CC=NC=C1C=C2 2-(2-(2,4-dioxo-1,3,7-triazaspiro[4.4]nonan-7-yl)pyrimidin-4-yl)-1,6-naphthyridin